C(N1CCN(CC1)C1(CC1)CO)([2H])([2H])[2H] (1-(4-(methyl-d3)piperazin-1-yl)cyclopropyl)methanol